OCC1CCN(CC1)CC[C@H](CSC1=CC=CC=C1)NC(OC(C)(C)C)=O tert-butyl (R)-(4-(4-(hydroxymethyl)piperidin-1-yl)-1-(phenylthio)butan-2-yl)carbamate